2,2-diaminoacetic acid NC(C(=O)O)N